FC=1C(=C(C=CC1)C(F)(F)F)F difluorobenzotrifluoride